1-(2-(dimethylamino)ethyl)-N1-methyl-N4-(4-(7-fluoro-1H-indol-3-yl)-5-(trifluoromethyl)pyrimidin-2-yl)-2-nitrobenzene-1,4-diamine CN(CCC1(C(C=C(C=C1)NC1=NC=C(C(=N1)C1=CNC2=C(C=CC=C12)F)C(F)(F)F)[N+](=O)[O-])NC)C